[C@@H]1([C@H](O)[C@](CO)(O)CO1)O[C@H]1[C@@H](O[C@@H]([C@H]([C@@H]1O)O)CO)OC1=CC=C([C@H]2OC3=CC(=CC=C3C(C2)=O)O)C=C1 (2S)-4'-(2-O-D-apio-β-D-furanosyl-β-D-glucopyranosyl-oxy)-7-hydroxyflavanone